COC(C1=C(N=CC=C1)CNC(=O)OC(C)(C)C)=O (((tert-butoxycarbonyl)amino)methyl)nicotinic acid methyl ester